C(CCCCCCCCCCC)(=O)C=1C=C2C=CC(=CC2=CC1)N(C)C 6-dodecanoyl-N,N-dimethyl-2-naphthylamine